FC1=CC2=C(N(C(=N2)N2C[C@H]([C@@H](CC2)F)N)CC2=CC(=NO2)C)C=C1F (3R,4R)-1-(5,6-Difluoro-1-((3-methylisoxazol-5-yl)methyl)-1H-benzo[d]imidazol-2-yl)-4-fluoropiperidin-3-amin